N(=[N+]=[N-])C[C@H]([C@@H](C(=O)O)OCC1=CC=C(C=C1)OC)F (2R,3R)-4-azido-3-fluoro-2-[(4-methoxyphenyl)methoxy]butanoic acid